C(C)(=O)NC/C=C/C(=O)NCC1CN(C2=CC=CC=C2C1)C1=CC=C(C=C1)C(F)(F)F (E)-4-acetamido-N-((1-(4-(trifluoromethyl)phenyl)-1,2,3,4-tetrahydroquinolin-3-yl)methyl)but-2-enamide